methyl 2'-amino-4'-(3-(4-methoxybenzyl)-7-oxo-6,7-dihydro-3H-[1,2,3]triazolo[4,5-d]pyrimidin-5-yl)-[1,1'-biphenyl]-4-carboxylate NC1=C(C=CC(=C1)C=1NC(C2=C(N1)N(N=N2)CC2=CC=C(C=C2)OC)=O)C2=CC=C(C=C2)C(=O)OC